2,2-dimethylhexahydropyrano[3,2-d][1,3]dioxin-7-ol CC1(OCC2C(O1)CC(CO2)O)C